ClC1=CC(=C2C(=N1)C=CN2COCC[Si](C)(C)C)C(=O)OC methyl 5-chloro-1-((2-(trimethylsilyl)ethoxy)methyl)-1H-pyrrolo[3,2-b]pyridine-7-carboxylate